2-(4-fluoro-3-(trifluoromethyl)benzyl)-3,3-dimethyl-1-oxo-1,2,3,4-tetrahydroisoquinoline-4-carboxylic acid FC1=C(C=C(CN2C(C3=CC=CC=C3C(C2(C)C)C(=O)O)=O)C=C1)C(F)(F)F